1-(5-Nitrofuran-2-yl)-4-[4-(trifluoromethyl)phenyl]piperazine [N+](=O)([O-])C1=CC=C(O1)N1CCN(CC1)C1=CC=C(C=C1)C(F)(F)F